CC1=NC=CC(=C1)[C@@H](C1=CC=C(C(=O)N)C=C1)OC1=CC=C2C(CCOC2=C1)=O (R)-4-((2-Methylpyridin-4-yl)((4-oxochroman-7-yl)oxy)methyl)benzamide